tert-butyl 3-(6-nitropyridin-3-yl)-3,9-diazabicyclo[3.3.1]nonane-9-carboxylate [N+](=O)([O-])C1=CC=C(C=N1)N1CC2CCCC(C1)N2C(=O)OC(C)(C)C